1-((6-(4,4-Difluoropiperidin-1-yl)pyridin-3-yl)sulfonyl)-N-(2-fluorobenzyl)-N-methylpiperidin-4-amine FC1(CCN(CC1)C1=CC=C(C=N1)S(=O)(=O)N1CCC(CC1)N(C)CC1=C(C=CC=C1)F)F